C1(CC1)C([C@@H](C(=O)NC1=CC=C(C=C1)C=1C(=NNC1C)C(C)C)NC(=O)C=1N(N=CC1)C(C)C)C1CC1 N-[(1S)-1-(dicyclopropylmethyl)-2-[4-(3-isopropyl-5-methyl-1H-pyrazol-4-yl)anilino]-2-oxo-ethyl]-2-isopropyl-pyrazole-3-carboxamide